2,2-bis(4-hydroxy-3-butylphenyl)propane OC1=C(C=C(C=C1)C(C)(C)C1=CC(=C(C=C1)O)CCCC)CCCC